N-phenyl-4-phenoxy-3-((4-(trifluoromethyl)-1H-benzo[d]imidazol-2-yl)amino)benzenesulfonamide C1(=CC=CC=C1)NS(=O)(=O)C1=CC(=C(C=C1)OC1=CC=CC=C1)NC1=NC2=C(N1)C=CC=C2C(F)(F)F